(S)-2-[1-(4-fluorophenyl)ethylamino]-6-(pyrazin-2-ylamino)isonicotinonitrile FC1=CC=C(C=C1)[C@H](C)NC=1C=C(C#N)C=C(N1)NC1=NC=CN=C1